C1(CCCCCCCCCCC1)OC methyl cyclododecyl ether